C1(CC1)C(=O)NC=1C=C2C(=CN=C(C2=CN1)NC)C=1OC2=C(N1)C=C(C=C2)N2C(CC2)C(=O)N 1-(2-(6-(cyclopropanecarboxamido)-1-(methylamino)-2,7-naphthyridin-4-yl)benzo[d]oxazol-5-yl)azetidine-2-carboxamide